sodium 2-chloropropionate ClC(C(=O)[O-])C.[Na+]